3-amino-(R)-2,3-dihydrothiophene 1,1-dioxide N[C@H]1CS(C=C1)(=O)=O